2,2'-methylene-bis(6-α-methyl-benzyl-p-cresol) C(C1=CC(=CC(=C1O)C(C1=CC=CC=C1)C)C)C1=CC(=CC(=C1O)C(C1=CC=CC=C1)C)C